3-((2-hexyldecanoyl)oxy)-2-(((3-(3-hydroxyazetidin-1-yl)propanoyl)oxy)-methyl)propyl nonyl adipate C(CCCCC(=O)OCCCCCCCCC)(=O)OCC(COC(C(CCCCCCCC)CCCCCC)=O)COC(CCN1CC(C1)O)=O